4-ethyl-1-(((S)-oxetan-2-yl)methyl)-1H-imidazole-5-carboxylic acid C(C)C=1N=CN(C1C(=O)O)C[C@H]1OCC1